4-[(2-fluoro-4-iodophenyl)amino]-5-({3-hydroxy-3-[(1S)-1-(methylamino)propyl]azetidin-1-yl}carbonyl)-1-methylpyridin-2(1H)-one FC1=C(C=CC(=C1)I)NC1=CC(N(C=C1C(=O)N1CC(C1)([C@H](CC)NC)O)C)=O